OC[C@@]1(N2[C@@H](C[C@](C1=O)(CC2)C)C)COC (1S,2R,4R,6R)-2-(hydroxymethyl)-2-(methoxymethyl)-4,6-dimethylquinuclidin-3-one